Sodium (2S,5R)-7-oxo-2-(N-((R)-pyrrolidin-3-yl) carbamimidoyl)-1,6-diazabicyclo[3.2.1]octan-6-yl sulfate S(=O)(=O)(ON1[C@@H]2CC[C@H](N(C1=O)C2)C(N[C@H]2CNCC2)=N)[O-].[Na+]